6-dibutylamino-1,3,5-triazine-2,4-Dithiol C(CCC)N(C1=NC(=NC(=N1)S)S)CCCC